BrCC=1C=C2C=CC(=NC2=CC1)C1(CCC1)O 1-[6-(bromomethyl)-2-quinolyl]cyclobutanol